N1(CCCCCC1)C1=C(CN2CCCC23CCN(CC3)C(=O)OC(C(F)(F)F)C(F)(F)F)C=CC(=C1)Cl 1,1,1,3,3,3-hexafluoropropan-2-yl 1-(2-(azepan-1-yl)-4-chlorobenzyl)-1,8-diazaspiro[4.5]decane-8-carboxylate